4-{1-[cyclohexyl-(3-methoxycarbonyl-propylcarbamoyl)-methyl]-1H-benzimidazol-2-yl}-benzoic acid methyl ester hydrogen chloride Cl.COC(C1=CC=C(C=C1)C1=NC2=C(N1C(C(NCCCC(=O)OC)=O)C1CCCCC1)C=CC=C2)=O